2-methyl-2H-pyrazolo[3,4-c]pyridin-5-amine hydrochloride Cl.CN1N=C2C=NC(=CC2=C1)N